ClC1=CC(=C(C=C1Cl)C1C(CN(CC1)C(=O)OC(C)(C)C)N1N=NC(=C1)[Si](C)(C)C)OCC1=CC=C(C=C1)OC tert-butyl 4-[4,5-dichloro-2-[(4-methoxyphenyl)methoxy]phenyl]-3-[4-(trimethylsilyl)-1H-1,2,3-triazol-1-yl]piperidine-1-carboxylate